CC1=CC=C(C=C1)S(=O)(=O)O.CC1=CC=C(C=C1)S(=O)(=O)O.C=1(C(=CC=C2C=CC=CC12)O)C1=CC=CC2=CC=CC=C12 (S)-(+)-binaphthol di-p-toluenesulfonate